BrC1=CC=C(C=C1)C=1C=NN(C1)C(C)C 4-(4-bromophenyl)-1-isopropyl-1H-pyrazole